3-((3S,4S)-4-Amino-3-methyl-2-oxa-8-azaspiro[4.5]decan-8-yl)-6-((3-chloro-2-methylpyridin-4-yl)thio)pyrazin-2(1H)-on N[C@@H]1[C@@H](OCC12CCN(CC2)C=2C(NC(=CN2)SC2=C(C(=NC=C2)C)Cl)=O)C